C(C(C)C)S(=O)(=O)C1=C(OC2=C(C=C(C=C2)C2=NOC(=N2)CN2C(N(C(C2=O)(C)C)CCCN2CCCC2)=O)C(F)(F)F)C=CC=C1 3-((3-(4-(2-(isobutylsulfonyl)phenoxy)-3-(trifluoromethyl)phenyl)-1,2,4-oxadiazol-5-yl)methyl)-5,5-dimethyl-1-(3-(pyrrolidin-1-yl)propyl)imidazolidine-2,4-dione